O1[C@H](COCC1)CN1N=C2C3=C(CC(C2=C1)C)OC(=C3C(F)(F)F)C(=O)O 2-([(2S)-1,4-dioxan-2-yl]methyl)-4-methyl-8-(trifluoromethyl)-4,5-dihydro-2H-furo[2,3-g]indazole-7-carboxylic acid